CC=1C=C2OCC3(CCN(CC3)C(=O)OC(C)(C)C)OC2=CC1C(=O)OC 1'-(tert-butyl) 7-methyl 6-methyl-4-oxaspiro[chroman-2,4'-piperidine]-1',7-dicarboxylate